EthenoAdenosine C1=C[C@@]2([C@@]1([C@@H]([C@H](O2)CO)O)O)N3C=NC4=C(N=CN=C43)N